C(C)(=O)OCCCCCCCCCCCCC=O Oxo-tridecyl acetate